(S)-3'-(tetrahydro-2H-pyran-4-yl)-2,3,5',8'-tetrahydro-1'H-spiro[indene-1,7'-pyrido[2,3-d]pyrimidine]-2',4'(3'H,6'H)-dione O1CCC(CC1)N1C(NC2=C(C1=O)CC[C@@]1(N2)CCC2=CC=CC=C21)=O